N(CCO)(CCO)CCO.C1(=CC=CC=C1)C=1NC2=C(N1)C=CC=C2 phenylbenzimidazole triethanolamine salt